3-ethyl-5,6-dimethoxy-2-(6-methyl-[2,2'-bipyrimidin]-4-yl)isoindolin-1-one C(C)C1N(C(C2=CC(=C(C=C12)OC)OC)=O)C1=NC(=NC(=C1)C)C1=NC=CC=N1